C(=O)(O)CCC(=O)C1=CC2=C(S1)C=CC(=C2)OCCCOC2=CC1=C(SC(=C1)C(C[C@@H](C(=O)O)C)=O)C=C2OC (S)-4-(5-(3-((2-(3-carboxypropanoyl)benzo[b]thiophen-5-yl)oxy)propoxy)-6-methoxybenzo[b]thiophen-2-yl)-2-methyl-4-oxobutanoic acid